FC1=C(C=CC(=N1)C(=O)NC)N1CCN(CC1)CC=1C=C2NC(C(=NC2=C(C1)C=C)C)=O 6-fluoro-N-methyl-5-(4-((2-methyl-3-oxo-8-vinyl-3,4-dihydroquinoxalin-6-yl)methyl)piperazin-1-yl)pyridineamide